OC(COC=1C=C(C=2N(C1)N=CC2C#N)C=2C=CC(=NC2)C=2CCN(CC2)C2=CC=C(C=C2)OC)(C)C 6-(2-hydroxy-2-methylpropyloxy)-4-(1'-(4-methoxyphenyl)-1',2',3',6'-tetrahydro-[2,4'-bipyridin]-5-yl)pyrazolo[1,5-a]pyridine-3-carbonitrile